tert-butyl 4-(2-(6-(3-(3-acetylphenyl)ureido)-3-(2-methoxyethyl)-2,4-dioxo-3,4-dihydroquinazolin-1(2H)-yl)ethyl)piperazine-1-carboxylate C(C)(=O)C=1C=C(C=CC1)NC(NC=1C=C2C(N(C(N(C2=CC1)CCN1CCN(CC1)C(=O)OC(C)(C)C)=O)CCOC)=O)=O